C(C)(C)(C)OC(=O)N1C[C@@H](CCC1)NC=1C=2N(C(=NN1)C1=C(C=C(C=C1)C(F)(F)F)OCOC)N=C(C2)C (R)-3-((7-(2-(methoxymethoxy)-4-(trifluoromethyl)phenyl)-2-methylpyrazolo[1,5-d][1,2,4]triazin-4-yl)amino)piperidine-1-carboxylic acid tert-butyl ester